(R)-N-(7-cyano-7-azabicyclo[2.2.1]heptan-2-yl)-1-(6-methyl-2-pyridinyl)-4,5,6,7-tetrahydro-1H-indazole-5-carboxamide C(#N)N1C2C(CC1CC2)NC(=O)[C@H]2CC=1C=NN(C1CC2)C2=NC(=CC=C2)C